C(C1=CC=CC=C1)OC1=C(C(=C2C=CC(=CC2=C1)NC(CN1CCC(CC1)C1=CC=C(C=C1)N(C)C1C(NC(CC1)=O)=O)=O)F)N1S(NC(C1)=O)(=O)=O N-[7-benzyloxy-5-fluoro-6-(1,1,4-trioxo-1,2,5-thiadiazolidin-2-yl)-2-naphthyl]-2-[4-[4-[(2,6-dioxo-3-piperidyl)-methyl-amino]phenyl]-1-piperidyl]acetamide